L-4-oxopiperidone hydrochloride Cl.O=C1CC(NCC1)=O